NC1=NN2C(C=C(C=C2)C=2C(=NN(C2C)CC(=O)NC2=CC=C(C=C2)C2CC2)C)=N1 2-[4-(2-Amino-[1,2,4]triazolo[1,5-a]pyridin-7-yl)-3,5-dimethylpyrazol-1-yl]-N-(4-cyclopropylphenyl)acetamide